N-((1S)-1-cyclohexyl-2-((2-((R)-4-isopropyl-2-oxoimidazolidin-1-yl)-2,3-dihydro-1H-inden-5-yl)amino)-2-oxoethyl)-1-methyl-1H-pyrazole-5-carboxamide C1(CCCCC1)[C@@H](C(=O)NC=1C=C2CC(CC2=CC1)N1C(N[C@@H](C1)C(C)C)=O)NC(=O)C1=CC=NN1C